C(C)(=O)O[C@@H]1[C@H](O[C@H]([C@@H]([C@H]1OC(C)=O)OC(C)=O)OC1=C(C(=C(C(=C1F)F)CO)F)F)C(=O)OC (2S,3S,4S,5R,6S)-2-(methoxycarbonyl)-6-(2,3,5,6-tetrafluoro-4-(hydroxymethyl)phenoxy)tetrahydro-2H-pyran-3,4,5-triyl triacetate